(S)-N-methyl-2-(methyl((3'-(3-octylthiophen-2-yl)-[1,1'-biphenyl]-4-yl)methyl)amino)-2-phenylacetamide CNC([C@H](C1=CC=CC=C1)N(CC1=CC=C(C=C1)C1=CC(=CC=C1)C=1SC=CC1CCCCCCCC)C)=O